FC(SSSC(F)(F)F)(F)F Trifluoro-(trifluoromethylthio-dithio)methane